methoxy-N-methyl-5-(methylsulfamoyl)-2-[3-(trifluoromethyl)anilino]benzamide COC=1C(=C(C(=O)NC)C=C(C1)S(NC)(=O)=O)NC1=CC(=CC=C1)C(F)(F)F